N-(3-amino-2-methylphenyl)-4-(3-ethyl-4-methyl-5-oxo-4,5-dihydro-1H-1,2,4-triazol-1-yl)-5-fluoro-2-[(2S)-pent-2-yloxy]benzamide NC=1C(=C(C=CC1)NC(C1=C(C=C(C(=C1)F)N1N=C(N(C1=O)C)CC)O[C@@H](C)CCC)=O)C